hexylhydroperoxide C(CCCCC)OO